3-[2-amino-6-(1-{[6-(tert-butyl)-2-pyridinyl]methyl}-1H-1,2,3-triazol-4-yl)-4-pyrimidinyl]-2-fluoro-benzonitrile NC1=NC(=CC(=N1)C=1C(=C(C#N)C=CC1)F)C=1N=NN(C1)CC1=NC(=CC=C1)C(C)(C)C